FC(C(=O)N[C@@H]1[C@H](N(C(C1)=O)C=1C=C2C=NN(C2=CC1)C1=CN(C(C=C1)=O)C)C1=CC(=NC=C1)OC)(C)F 2,2-Difluoro-N-[(2R,3S)-2-(2-methoxy-4-pyridyl)-1-[1-(1-methyl-6-oxo-3-pyridyl)indazol-5-yl]-5-oxo-pyrrolidin-3-yl]propanamid